N6-((S)-1-((2S,4R)-4-hydroxy-2-(((S)-1-(4-(4-methylthiazol-5-yl)phenyl)ethyl)carbamoyl)pyrrolidin-1-yl)-3,3-dimethyl-1-oxobutan-2-yl)adipamide O[C@@H]1C[C@H](N(C1)C([C@H](C(C)(C)C)NC(CCCCC(=O)N)=O)=O)C(N[C@@H](C)C1=CC=C(C=C1)C1=C(N=CS1)C)=O